C(CCC(=O)OCCCC)(=O)OCCCC Dibutyl succinate